C(CCCCCCC\C=C/CCCCCCCC)(=O)O[C@H](COC(CCCCCCCCCCCCCCC)=O)COP(=O)(O)O 2-oleoyl-1-palmitoyl-sn-glycero-3-phosphate